C(C1=CC=CC=C1)C1(CC(=NO1)CNC(=O)C1=CN=NC=C1)C(=O)OC methyl 5-benzyl-3-((pyridazine-4-carboxamido)methyl)-4,5-dihydroisoxazole-5-carboxylate